1,6-bis(chloromethyl)naphthalene ClCC1=CC=CC2=CC(=CC=C12)CCl